(trans)-3-((2-((4-bromo-3-(hydroxymethyl)-5-(trifluoromethyl)phenyl)amino)-5-chloropyrimidin-4-yl)amino)tetrahydro-2H-pyran-4-carbonitrile BrC1=C(C=C(C=C1C(F)(F)F)NC1=NC=C(C(=N1)N[C@@H]1COCC[C@H]1C#N)Cl)CO